C(C(=C)C)(=O)OCCC[Si](OCC)(C)C 3-(methacryloyloxy)propyldimethylethoxysilane